tert-butyl (S,Z)-2-cyano-3-(((dimethylamino)methylene)amino)-6a,7,9,10-tetrahydropyrazino[1,2-d]pyrido[3,2-b][1,4]oxazine-8(6H)-carboxylate C(#N)C=1C(=CC=2OC[C@H]3N(C2N1)CCN(C3)C(=O)OC(C)(C)C)\N=C/N(C)C